4-amino-N-(7-chloro-6-(trifluoromethyl)-2,3-dihydrobenzofuran-3-yl)-7-fluoro-N-methylimidazo[1,5-a]quinoxaline-8-carboxamide NC=1C=2N(C3=CC(=C(C=C3N1)F)C(=O)N(C)C1COC3=C1C=CC(=C3Cl)C(F)(F)F)C=NC2